(R/S)-(4-(5-(1,5-dimethyl-1H-pyrazol-4-yl)benzo[d]oxazol-2-yl)pyridin-2-yl)(4-((5-methyl-2H-tetrazol-2-yl)(phenyl)methyl)piperidin-1-yl)methanone CN1N=CC(=C1C)C=1C=CC2=C(N=C(O2)C2=CC(=NC=C2)C(=O)N2CCC(CC2)[C@H](C2=CC=CC=C2)N2N=C(N=N2)C)C1 |r|